CNC=1N=C(C(=NC1C=1C2=C(C=NC1)N(C=N2)C)C(=O)N)NC2=CC(=CC=C2)N2CCN(CC2)C 5-(methylamino)-6-(3-methylimidazo[4,5-c]pyridin-7-yl)-3-[3-(4-methylpiperazin-1-yl)anilino]pyrazine-2-carboxamide